2-(3-(trifluoromethoxy)phenyl)acetonitrile FC(OC=1C=C(C=CC1)CC#N)(F)F